o-methylphenol N,N-dioctylaminoacetate C(CCCCCCC)N(CCCCCCCC)CC(=O)OC1=C(C=CC=C1)C